(S)-3-(4-(7-chloro-3,3-dimethyl-2-oxoindolin-1-yl)phenyl)-2-(tritylamino)propionic acid methyl ester COC([C@H](CC1=CC=C(C=C1)N1C(C(C2=CC=CC(=C12)Cl)(C)C)=O)NC(C1=CC=CC=C1)(C1=CC=CC=C1)C1=CC=CC=C1)=O